4,4'-(1,1-cyclohexanediyl)bis{N-(4-cyclohexylphenyl)aminobenzene} C1(CCCCC1)(C1=CC=C(C=C1)NC1=CC=C(C=C1)C1CCCCC1)C1=CC=C(C=C1)NC1=CC=C(C=C1)C1CCCCC1